C1(=CC=CC=C1)N1C2=CC=CC=C2C=2C=C(C=CC12)C1=CC=C(C=C1)N [4-(9-phenyl-9H-carbazol-3-yl)phenyl]amine